7-[(S)-4-(2,3-dihydro-[1,4]dioxino[2,3-b]pyridin-3-yl)-benzyl]-5,6,7,8-tetrahydro-imidazo[1,2-a]pyrazine-2-carboxylic acid methylamide CNC(=O)C=1N=C2N(CCN(C2)CC2=CC=C(C=C2)[C@H]2COC=3C(=NC=CC3)O2)C1